(R)-6-(azetidin-3-yloxy)-N-(1-(3-(difluoromethyl)-2-fluorophenyl)ethyl)-2-methyl-8,9-dihydrofuro[2,3-h]quinazolin-4-amine N1CC(C1)OC=1C=C2C(=NC(=NC2=C2C1OCC2)C)N[C@H](C)C2=C(C(=CC=C2)C(F)F)F